tert-butyl-4-[2-[2-[[4-[[3-(methanesulfonamido)-7-morpholino-1,6-naphthyridin-5-yl]oxy]cyclohexyl]amino]pyrimidin-5-yl]oxyethyl]piperazine-1-carboxylate C(C)(C)(C)OC(=O)N1CCN(CC1)CCOC=1C=NC(=NC1)NC1CCC(CC1)OC1=C2C=C(C=NC2=CC(=N1)N1CCOCC1)NS(=O)(=O)C